CC1=C(NC2=C(C=CC=C12)C)C=O 3,7-DIMETHYL-1H-INDOLE-2-CARBALDEHYDE